ClC=1C=C2C(=C3C4(NC(NC13)=O)CCCCC4)OC(=C2)CN2CCN(CC2)C2=NC=CC=C2C#N 2-(4-(5'-Chloro-7'-oxo-7',8'-dihydro-6'H-spiro[cyclohexane-1,9'-furo[2,3-f]quinazoline]-2'-ylmethyl)piperazin-1-yl)pyridine-3-carbonitrile